2-[6-amino-5-[2-[2-[3-(azepan-1-yl)prop-1-ynyl]-4-pyridinyl]-2,8-diazaspiro[4.5]dec-8-yl]pyridazin-3-yl]phenol NC1=C(C=C(N=N1)C1=C(C=CC=C1)O)N1CCC2(CCN(C2)C2=CC(=NC=C2)C#CCN2CCCCCC2)CC1